C(CCCCC)OC=1C=C2C(N(C(C2=CC1NC(C)=O)=O)CC(=O)O)=O 5-hexyloxy-6-acetamido-N-carboxymethyl-isoindoline-1,3-dione